Benzyl (1R,5S,6r)-3-azabicyclo[3.1.0]hexan-6-ylcarbamate, hydrochloride Cl.[C@@H]12CNC[C@H]2C1NC(OCC1=CC=CC=C1)=O